5-Hydroxymethyl-furoic acid C1=C(OC(=C1)C(=O)O)CO